Cl.ClC=1C=C(C=NC1N1CCNCC1)C(=O)OCC1=CC=C(C=C1)Cl (4-chlorophenyl)methyl 5-chloro-6-piperazin-1-yl-pyridine-3-carboxylate hydrochloride